ClC1=C(C=CC=C1)[C@@H]([C@H](C)C=1N(C(C(=C(N1)C(=O)NC=1C=NOC1)O)=O)C)C1=CC=CC=C1 2-((1s,2s)-1-(2-chlorophenyl)-1-phenylpropan-2-yl)-5-hydroxy-N-(isoxazol-4-yl)-1-methyl-6-oxo-1,6-dihydropyrimidine-4-carboxamide